C(C)(C)(C)OC(C(CC(F)F)N1C(C=C(C(=C1)OC)Br)=O)=O.FC(C1=NC=CC=C1)(F)F 2-trifluoromethyl-pyridine tert-butyl-2-(4-bromo-5-methoxy-2-oxopyridin-1(2H)-yl)-4,4-difluorobutyrate